N,N,6-Trimethyl-2-(4-methylphenyl)imidazo(1,2-a)pyridine-3-acetamide CN(C(CC1=C(N=C2N1C=C(C=C2)C)C2=CC=C(C=C2)C)=O)C